N-(5-methyl-1H-pyrrolo[2,3-b]pyridin-3-yl)-5-phenoxy-1H-benzo[d]imidazol-2-amine CC=1C=C2C(=NC1)NC=C2NC2=NC1=C(N2)C=CC(=C1)OC1=CC=CC=C1